1-[4-(3-methyl-2H-indazol-5-yl)benzenesulfonyl]-N-[4-(pentafluoro-λ6-sulfanyl)phenyl]piperidin-4-amine CC=1NN=C2C=CC(=CC12)C1=CC=C(C=C1)S(=O)(=O)N1CCC(CC1)NC1=CC=C(C=C1)S(F)(F)(F)(F)F